4-bromo-1-iodo-2-(methylthio)benzene BrC1=CC(=C(C=C1)I)SC